CN(C=NC1=NC(SS1=S)=S=O)C N,N-dimethyl-N'-(3-sulfinyl-(sulfanylidene)-3H-1,2,4-dithiazol-5-yl)formamidine